3-hydroxy-4,5-dimethyl-2-furanone OC1C(OC(=C1C)C)=O